N1(CC2(CC1)OCCN1C2=CC=N1)C(=O)N 6,7-dihydrospiro[pyrazolo[5,1-c][1,4]oxazine-4,3'-pyrrolidine]-1'-carboxamide